(S)-1-(3-cyano-6-methyl-4-(trifluoromethyl)pyridin-2-yl)-N-(3,4-difluorophenyl)-N-(prop-yn-1-yl)pyrrolidine-2-carboxamide C(#N)C=1C(=NC(=CC1C(F)(F)F)C)N1[C@@H](CCC1)C(=O)N(C#CC)C1=CC(=C(C=C1)F)F